1-eicosyl-2-tridecanoyl-glycero-3-phosphoserine C(CCCCCCCCCCCCCCCCCCC)OCC(OC(CCCCCCCCCCCC)=O)COP(=O)(O)OC[C@H](N)C(=O)O